3-methylbutyl propanoate C(CC)(=O)OCCC(C)C